COC(C(=[N+]=[N-])C1=C(C=CC(=C1)Cl)Br)=O.CC1=CC=C(C=C1)S(=O)(=O)N1C[C@@H](OCC1)C(=O)NN (2R)-4-(p-toluenesulfonyl)morpholine-2-carbohydrazide methyl-2-(2-bromo-5-chlorophenyl)-2-diazoacetate